S1C(SCCC1)C(\C(=C\C1=CC(=C(C(=C1)OC)OC)OC)\C1=CC=CC=C1)=O (E)-1-(1,3-Dithian-2-yl)-2-phenyl-3-(3,4,5-trimethoxyphenyl)prop-2-en-1-one